FC1CCN2N=C(N=C21)S(=O)(=O)C2CC(C2)F 7-fluoro-2-trans-(3-fluorocyclobutyl)sulfonyl-6,7-dihydro-5H-pyrrolo[1,2-b][1,2,4]triazole